FC1=CC=C(C=C1)C=1C=C2C(=CC(=NC2=CC1C)C)C(C)O 1-(6-(4-fluorophenyl)-2,7-dimethylquinolin-4-yl)ethan-1-ol